ethoxy-5-[(2R)-2-ethyl-4-[4-methoxy-2-(trifluoromethyl)benzoyl]piperazin-1-yl]-N-[2-(methylamino)ethyl]-[2,3'-bipyridine]-6-carboxamide C(C)OC=1C(=NC(=C(C1)N1[C@@H](CN(CC1)C(C1=C(C=C(C=C1)OC)C(F)(F)F)=O)CC)C(=O)NCCNC)C=1C=NC=CC1